3-dimethylaminobenzoyl-hydrazine CN(C=1C=C(C(=O)NN)C=CC1)C